(S)-1-(2-aminoacetyl)-4,4-difluoropyrrolidine-2-carbonitrile trifluoroacetate FC(C(=O)O)(F)F.NCC(=O)N1[C@@H](CC(C1)(F)F)C#N